FC1=CC=C2C(CCO2)=C1CN 5-fluoro-2,3-dihydrobenzofuran-4-methylamine